FC(C1=CC=C(C(=O)ON(C=2C=C(C(=O)N)C=CC2)C(=O)C=2C=NC(=CC2)F)C=C1)(F)F 3-(((4-trifluoromethylbenzoyl)oxy)(6-fluoropyridine-3-carbonyl)amino)benzamide